(2S,5R)-4-(1-(3-bromo-phenyl)ethyl)-1-bromo-2-methyl-piperazin-6-carbonitrile BrC=1C=C(C=CC1)C(C)N1C[C@@H](N(C(C1)C#N)Br)C